C(C1=CC=CC=C1)OC(N[C@H]1C[C@@H]([C@@H](CC1)N1C(C2=CC=CC=C2C1=O)=O)F)=O ((1R,3S,4R)-4-(1,3-dioxoisoindoline-2-yl)-3-fluorocyclohexyl)carbamic acid benzyl ester